2-(1-(2-fluorophenyl)ethyl)-4,6-dimethylphenol FC1=C(C=CC=C1)C(C)C1=C(C(=CC(=C1)C)C)O